2,3-didehydroflavan-4-one O1C(=CC(C2=CC=CC=C12)=O)C1=CC=CC=C1